6-(5-amino-2-methylphenyl)-N-(6-methylpyridin-3-yl)-8,9-dihydroimidazo[1',2':1,6]pyrido[2,3-d]pyrimidin-2-amine NC=1C=CC(=C(C1)C1=CC2=C(N=C(N=C2)NC=2C=NC(=CC2)C)N2C1=NCC2)C